1-Butyl-3-Methylpyridinium chlorid [Cl-].C(CCC)[N+]1=CC(=CC=C1)C